The molecule is a gamma-lactone that is oxolan-2-one substituted by an ethyl group at position 5. It has a role as a human blood serum metabolite. CCC1CCC(=O)O1